Ethyl 2-[4-({(3-methoxy-2-methylbenzyl) [1-(tetrahydro-2H-pyran-2-yl)-1H-indazol-6-yl]amino}carbonyl)-1,5-dimethyl-1H-pyrrol-2-yl]-4-nitrobenzoate COC=1C(=C(CN(C(=O)C=2C=C(N(C2C)C)C2=C(C(=O)OCC)C=CC(=C2)[N+](=O)[O-])C2=CC=C3C=NN(C3=C2)C2OCCCC2)C=CC1)C